6-chloro-2,3-dimethyl-8-(p-tolyl)pyrido[3,4-d]pyrimidin-4-one ClC1=CC2=C(N=C(N(C2=O)C)C)C(=N1)C1=CC=C(C=C1)C